4-bromo-5-ethyl-3-methylisoxazole BrC=1C(=NOC1CC)C